C1(=CC=C(C=C1)C(C=1OC2=C(C1)C=CC=C2)C2=CC=CC1=CC=CC=C21)C 2-((p-tolyl)(naphthalen-1-yl)methyl)benzofuran